NC1=NC2=C(C=3N1N=C(N3)C=3OC=CC3)C=NN2C(C(=O)N[C@@H]2[C@H](CCCC2)O)(C)C2=CC=CC=C2 2-(5-amino-2-(furan-2-yl)-7H-pyrazolo[4,3-e][1,2,4]triazolo[1,5-c]pyrimidin-7-yl)-N-((1S,2S)-2-hydroxycyclohexyl)-2-phenylpropanamide